(3-trifluoroethoxy-2-((trifluoroethoxy) methyl) propyl) dichlorophosphate P(=O)(OCC(COCC(F)(F)F)COCC(F)(F)F)(Cl)Cl